4-((5-chloropyridin-2-yl)oxy)benzoic acid ClC=1C=CC(=NC1)OC1=CC=C(C(=O)O)C=C1